N1(C=NC=C1)C=1C=C(C(=NC1)C1=CC=C(N=N1)N(C1CC(NC(C1)(C)C)(C)C)C)OC 6-(5-(1H-imidazol-1-yl)-3-methoxypyridin-2-yl)-N-methyl-N-(2,2,6,6-tetramethylpiperidin-4-yl)pyridazin-3-amine